Cl.ClC=1C=C(C=CC1C(NC[C@@H]1CNCC1)=O)NC(=O)C=1N(C(=CN1)C=1C(=NN(C1)CC#C)C(F)(F)F)C (S)-N-(3-chloro-4-((pyrrolidin-3-ylmethyl)carbamoyl)phenyl)-1-methyl-5-(1-(prop-2-yn-1-yl)-3-(trifluoromethyl)-1H-pyrazol-4-yl)-1H-imidazole-2-carboxamide hydrochloride